1-(tert-butyl) 2-methyl (1R,2S)-cyclohex-4-ene-1,2-dicarboxylate [C@@H]1([C@H](CC=CC1)C(=O)OC)C(=O)OC(C)(C)C